9,9-Difluoro-N-methoxy-N-methyl-9H-fluorene-2-carboxamide FC1(C2=CC=CC=C2C=2C=CC(=CC12)C(=O)N(C)OC)F